6-(3-cyclopropyl-1,2,4-triazol-1-yl)-2-azaspiro[3.3]heptan C1(CC1)C1=NN(C=N1)C1CC2(CNC2)C1